F[C@@H]1C[C@H](N(C1)C([C@@H](C)N1C=NC=C1)=O)C(=O)N[C@@H](C1=CC=CC=C1)C1=CC(=C(C=C1)C(C)C)F |o1:7| (2S,4R)-4-fluoro-N-[(S)-[3-fluoro-4-(propan-2-yl)phenyl](phenyl)methyl]-1-[(2R) or (2S)-2-(1H-imidazol-1-yl)propanoyl]pyrrolidine-2-carboxamide